C(#N)C(CC(C)N(C)C)(C1=CC=CC=C1)C1=CC=CC=C1 4-cyano-2-dimethylamino-4,4-diphenyl-butane